Diethyl (4-(8-(4-ethylphenethyl)-2,6-dioxo-1-(prop-2-yn-1-yl)-1,2,6,7-tetrahydro-3H-purin-3-yl)butyl)phosphonate C(C)C1=CC=C(CCC2=NC=3N(C(N(C(C3N2)=O)CC#C)=O)CCCCP(OCC)(OCC)=O)C=C1